ClC1=C(C=CC=C1OC)C(=O)N1C[C@H]2CO[C@@H](CN2CC1)C1=NC=C(C(=C1)C(F)(F)F)Cl (2-chloro-3-methoxy-phenyl)-[(3S,9aS)-3-[5-chloro-4-(trifluoromethyl)-2-pyridyl]-3,4,6,7,9,9a-hexahydro-1H-pyrazino[2,1-c][1,4]oxazin-8-yl]methanone